1-(2-bromophenyl)-6-phenyldibenzo[b,d]furan BrC1=C(C=CC=C1)C1=CC=CC=2OC3=C(C21)C=CC=C3C3=CC=CC=C3